The molecule is a dioxo monocarboxylic acid consisting of a valeric acid core with the two oxo groups at the 4- and 5-positions. It derives from a valeric acid. It is a conjugate acid of a 4,5-dioxopentanoate. C(CC(=O)O)C(=O)C=O